C(#N)CC1(CN(C1)C=1N=CC(=NC1)C(=O)NC(C)C)N1N=CC(=C1)C=1C(=NNC1)C 5-[3-(cyanomethyl)-3-(3'-methyl-1H,1'H-4,4'-bipyrazol-1-yl)azetidin-1-yl]-N-isopropylpyrazine-2-carboxamide